The molecule is a glucosamine oligosaccharide comprising N-acetyl-alpha-neuraminosyl, beta-D-galactosyl, 2-acetamido-2-deoxy-3-O-(alpha-L-fucosyl)-beta-D-glucosyl, beta-D-galactosyl, 2-acetamido-2-deoxy-3-O-(alpha-L-fucosyl)-beta-D-glucosyl, beta-D-galactosyl, and 2-acetamido-2-deoxy-D-glucose joined together in sequence by (2->3), (1->4), (1->3), (1->4), (1->3) and (1->4) glycosidic linkages, respectively. It is a glucosamine oligosaccharide, a galactosamine oligosaccharide and a carbohydrate acid derivative. It derives from an alpha-Neup5Ac-(2->3)-beta-D-Galp-(1->4)-beta-D-GlcpNAc-(1->3)-beta-D-Galp-(1->4)-[alpha-L-Fucp-(1->3)]-beta-D-GlcpNAc-(1->3)-beta-D-Galp-(1->4)-beta-D-GlcpNAc. It is a conjugate acid of an alpha-Neup5Ac-(2->3)-beta-D-Galp-(1->4)-[alpha-L-Fucp-(1->3)]-beta-D-GlcpNAc-(1->3)-beta-D-Galp-(1->4)-[alpha-L-Fucp-(1->3)]-beta-D-GlcpNAc-(1->3)-beta-D-Galp-(1->4)-beta-D-GlcpNAc(1-). C[C@H]1[C@H]([C@H]([C@@H]([C@@H](O1)O[C@@H]2[C@H]([C@@H](O[C@@H]([C@H]2O[C@H]3[C@@H]([C@H]([C@H]([C@H](O3)CO)O)O[C@H]4[C@@H]([C@H]([C@@H]([C@H](O4)CO)O[C@H]5[C@@H]([C@H]([C@H]([C@H](O5)CO)O)O[C@@]6(C[C@@H]([C@H]([C@@H](O6)[C@@H]([C@@H](CO)O)O)NC(=O)C)O)C(=O)O)O)O[C@H]7[C@H]([C@@H]([C@@H]([C@@H](O7)C)O)O)O)NC(=O)C)O)CO)O[C@H]8[C@H]([C@H](O[C@H]([C@@H]8O)O[C@@H]9[C@H](OC([C@@H]([C@H]9O)NC(=O)C)O)CO)CO)O)NC(=O)C)O)O)O